6-(3-Methyl-1H-indol-2-yl)-N-(2-methyl-2-morpholinopropyl)pyrazine-2-carboxamide CC1=C(NC2=CC=CC=C12)C1=CN=CC(=N1)C(=O)NCC(C)(N1CCOCC1)C